FC(C(=O)[O-])(F)F.C[N+](CCCCCC=O)(C)C N,N,N-trimethyl-6-oxohexan-1-aminium 2,2,2-trifluoroacetate